(R)-2-((S)-2-cyclopentyl-2-hydroxy-2-phenylacetyl)-N-((S)-4-hydroxy-3-oxo-1-((R)-2-oxopyrrolidin-3-yl)butan-2-yl)-2-azabicyclo[2.2.2]octane-3-carboxamide C1(CCCC1)[C@@](C(=O)N1C2CCC([C@@H]1C(=O)N[C@@H](C[C@@H]1C(NCC1)=O)C(CO)=O)CC2)(C2=CC=CC=C2)O